N-(2,5-dimethylphenyl)-1-(4-(trifluoromethyl)benzyl)spiro[indoline-3,4'-piperidine]-1'-formamide CC1=C(C=C(C=C1)C)NC(=O)N1CCC2(CC1)CN(C1=CC=CC=C12)CC1=CC=C(C=C1)C(F)(F)F